COC1=CC(=C(C=C1NC1=NC=NC(=C1)NC1=C(C=CC=C1)C1=NN(C=C1)C)NC(C=C)=O)N([C@H]1CN(CC1)C)C (R)-N-(4-methoxy-2-(methyl(1-methylpyrrolidin-3-yl)amino)-5-((6-((2-(1-methyl-1H-pyrazol-3-yl)phenyl)amino)pyrimidin-4-yl)amino)phenyl)acrylamide